(R)-6-Phenyl-2-(p-tolyl)-5,6-dihydro-4H-1,3-selenazin-4-one C1(=CC=CC=C1)[C@H]1CC(N=C([Se]1)C1=CC=C(C=C1)C)=O